CNC1=NC=C(C=C1)CN1C(=NC2=C1C=CC=C2)C2=NON=C2C n-methyl-5-[[2-(4-methyl-1,2,5-oxadiazol-3-yl)benzimidazol-1-yl]methyl]pyridin-2-amine